ClC1=CC=C(C[C@]2(CNCCC2)NC([C@H](COC)NC(OCC2C3=CC=CC=C3C=3C=CC=CC23)=O)=O)C=C1 (9H-Fluoren-9-yl)methyl ((S)-1-(((R)-3-(4-chlorobenzyl)piperidin-3-yl)amino)-3-methoxy-1-oxopropan-2-yl)carbamate